O1-tert-butyl-4-oxopiperidine-1,3-dicarboxylic acid O3-ethyl ester C(C)OC(=O)C1CN(CCC1=O)C(=O)OC(C)(C)C